4-(3-(6-bromopyridin-2-yl)-4H-1,2,4-triazol-4-yl)benzonitrile BrC1=CC=CC(=N1)C1=NN=CN1C1=CC=C(C#N)C=C1